tert-butyl (2S,3R,7aR)-2-(hydroxymethyl)-3-(2-hydroxyphenyl)tetrahydro-1H-pyrrolizine-7a(5H)-carboxylate OC[C@H]1C[C@]2(CCCN2[C@H]1C1=C(C=CC=C1)O)C(=O)OC(C)(C)C